C(C1=CC=CC=C1)N(S(=O)(=O)C1=CC=CC=C1)C1=CC(=C(C=C1)N1CCC2(OCCO2)CC1)C#N N-benzyl-N-(3-cyano-4-(1,4-dioxa-8-azaspiro[4.5]decan-8-yl)phenyl)benzenesulfonamide